FC1(CCC(CC1)CN1[C@H]2COC[C@@H]1CN(C2)C(=O)OC(C)(C)C)F tert-butyl (1R,5S)-9-((4,4-difluorocyclohexyl)methyl)-3-oxa-7,9-diazabicyclo[3.3.1]nonane-7-carboxylate